N1C(=NC=C1)N1NC(=CC(=N1)C=1NC=CN1)C=1NC=CN1 2,4,6-tri-imidazolyl-triazine